CC1=C(C=C(C=C1)NC1=NC2=CC=CC=C2C=N1)NC(=O)C1=CC=C(C(=O)OCC)C=C1 ethyl 4-((2-methyl-5-(quinazolin-2-ylamino)phenyl)carbamoyl)benzoate